CC(COC1=CC(=CC=C1)C)C(C)C 3-methylphenyl 2,3-dimethyl-butyl ether